C(CCCCCCC\C=C/CCCCCCCC)(=O)N(CCNCCN)C(CCCCCCCCCCCCC)=O oleoylmyristoyl-diethylenetriamine